FC1=CC=C(C=C1)C(C1CNCCC1)C1=CC=C(C=C1)F 3-(bis(4-fluorophenyl)methyl)piperidine